O=C1NC(CCC1N1CC2=CC=CC(=C2C1=O)OCCCCN1CCC(CC1)C1=CC=C(C(=O)N2CCC(CC2)CCCCNC(\C=C\C=2C=NC=CC2)=O)C=C1)=O (E)-N-(4-(1-(4-(1-(4-((2-(2,6-dioxopiperidin-3-yl)-3-oxoisoindoline-4-yl)oxy)butyl)piperidin-4-yl)benzoyl)piperidin-4-yl)butyl)-3-(pyridin-3-yl)acrylamide